(2-methoxyphenyl)(methyl)(phenyl)phosphine oxide COC1=C(C=CC=C1)P(C1=CC=CC=C1)(C)=O